ClC1=C(C(=CC=C1Cl)OC)C1CC(NCC1)CN1S(CCC1)(=O)=O 2-[[4-(2,3-dichloro-6-methoxyphenyl)piperidin-2-yl]methyl]-1,2-thiazolidine-1,1-dione